OC1=C(C(=CC(=C1)C(F)(F)F)C)C1=CC=C2C(=N1)N=C(O2)N2C[C@@H](CCC2)O |r| (rac)-1-[5-[2-Hydroxy-6-methyl-4-(trifluoromethyl)phenyl]oxazolo[4,5-b]pyridin-2-yl]piperidin-3-ol